(2R)-N-[(1R)-1-[3-(difluoromethyl)-2-fluoro-phenyl]ethyl]-2-methyl-6-(4,4,5,5-tetramethyl-1,3,2-dioxaborolan-2-yl)-2,3-dihydroimidazo[1,2-a]pyridine-8-carboxamide FC(C=1C(=C(C=CC1)[C@@H](C)NC(=O)C=1C=2N(C=C(C1)B1OC(C(O1)(C)C)(C)C)C[C@H](N2)C)F)F